BrC=1C=C(\C=C\2/OC3=C(C2=O)C(=CC(=C3C3CCN(CC3)C)OC)OC)C=CC1F (Z)-2-(3-bromo-4-fluorobenzylidene)-4,6-dimethoxy-7-(1-methylpiperidin-4-yl)benzofuran-3(2H)-one